ClC1=C(C=CC=C1)NC(=O)C=1C2=C(SC1NC(C(F)(F)F)=O)CCC2 2-(2,2,2-trifluoro-acetylamino)-5,6-dihydro-4H-cyclopenta[b]thiophene-3-carboxylic acid (2-chloro-phenyl)-amide